(R)-3-((1R,3R)-6-fluoro-1-(6-fluoro-3-(2-((3-fluoropropyl)amino)ethoxy)-2-methylphenyl)-3-methyl-1,3,4,9-tetrahydro-2H-pyrido[3,4-b]indol-2-yl)-2-methylpropanoic acid FC=1C=C2C3=C(NC2=CC1)[C@H](N([C@@H](C3)C)C[C@H](C(=O)O)C)C3=C(C(=CC=C3F)OCCNCCCF)C